2-methoxy-4-pentadecylbenzaldehyde COC1=C(C=O)C=CC(=C1)CCCCCCCCCCCCCCC